ClC1=C(C(=NC=N1)N1CCC(CC1)CCCC1=CC=CC=C1)OC 1-(6-Chloro-5-methoxypyrimidin-4-yl)-4-(3-phenylpropyl)piperidin